N-(3-chloro-1H-indol-7-yl)-1-(2-methylsulfonylethyl)pyrazole-4-sulfonamide ClC1=CNC2=C(C=CC=C12)NS(=O)(=O)C=1C=NN(C1)CCS(=O)(=O)C